benzyl (CIS)-3-amino-2-((((CIS)-4-phenylcyclohexyl)oxy)methyl)-pyrrolidine-1-carboxylate N[C@@H]1[C@@H](N(CC1)C(=O)OCC1=CC=CC=C1)CO[C@@H]1CC[C@@H](CC1)C1=CC=CC=C1